C(#N)C1=C(C=C(C=C1)N1C(N(C(C1=O)(C)C)C1=CC=C(C=C1)C1=CC=C(C=C1)NCCCCOCC(=O)O)=S)C(F)(F)F 2-(4-{[4-(4-{3-[4-cyano-3-(trifluoromethyl)phenyl]-5,5-dimethyl-4-oxo-2-sulfanylideneimidazolidin-1-yl}phenyl)phenyl]amino}butoxy)acetic acid